((2-(3-(dimethylamino)phenoxy)ethoxy)methyl)-N,N-bis(3-(2-methoxyethoxy)benzyl)oxazol-2-amine CN(C=1C=C(OCCOCC=2N=C(OC2)N(CC2=CC(=CC=C2)OCCOC)CC2=CC(=CC=C2)OCCOC)C=CC1)C